O1C(=CC=C1)CN(C(=O)NC1=CC=C(C=C1)C)CC=1C(NC=2C=C3C(=CC2C1)OCO3)=O 1-(furan-2-ylmethyl)-3-(4-methylphenyl)-1-[(6-oxo-5H-[1,3]dioxolo[4,5-g]quinolin-7-yl)methyl]urea